4-(((2-chloro-9-cyclopentyl-9H-purin-6-yl)amino)methyl)-1-methyl-5,6,7,8-tetrahydroisoquinolin-3(2H)-one ClC1=NC(=C2N=CN(C2=N1)C1CCCC1)NCC=1C(NC(=C2CCCCC12)C)=O